NC1=NC(=CC(=C1C#N)C1=CC=C(C=C1)Br)C1=C(C=C(C=C1)F)F 2-amino-4-(4-bromophenyl)-6-(2,4-difluorophenyl)cyanopyridine